isopentyl ((benzyloxy)carbonyl)-L-tyrosinate C(C1=CC=CC=C1)OC(=O)N[C@@H](CC1=CC=C(C=C1)O)C(=O)OCCC(C)C